C1(CC1)N1N=C(C=C1)NC1=NC=CC(=N1)C1=CN(C2=CC(=CC=C12)NC(C=C)=O)C N-[3-[2-[(1-cyclopropylpyrazol-3-yl)amino]pyrimidin-4-yl]-1-methyl-indol-6-yl]prop-2-enamide